ClC=1C(=NC(=NC1)NC1CCOCC1)C=1C=C2C(=NC1)CN(C2=O)CC(=O)N2CCC1=C(C(C2)C)C=CC=C1 3-{5-Chloro-2-[(oxan-4-yl)amino]pyrimidin-4-yl}-6-[2-(1-methyl-2,3,4,5-tetrahydro-1H-3-benzazepin-3-yl)-2-oxoethyl]-5H,6H,7H-pyrrolo[3,4-b]pyridin-5-on